2,4-dimethyl-phenol CC1=C(C=CC(=C1)C)O